4-Hydroxy-2-(4-octyloxybenzyl)-pyrrolidin-3-yl acetate C(C)(=O)OC1C(NCC1O)CC1=CC=C(C=C1)OCCCCCCCC